BrC1=C(C(=CC=2C3=C(C(=NC12)N1CC(C1)N(C)C)N=C(N3C3C1CN(C3C1)C(=O)[O-])CCC(=O)N(C)C)C=CC#N)Cl 5-(6-bromo-7-chloro-8-(2-cyanovinyl)-2-(3-(dimethylamino)-3-oxopropyl)-4-(3-(dimethylamino)azetidin-1-yl)-1H-imidazo[4,5-c]quinolin-1-yl)-2-azabicyclo[2.1.1]hexane-2-carboxylate